5-ethynylthiophene-2-carbaldehyde C(#C)C1=CC=C(S1)C=O